N-(2-Chloro-3-{(4S)-1-[(2S*,6R*)-2,6-dimethyltetrahydropyran-4-yl]-2-imino-4-methyl-6-oxohexahydropyrimidin-4-yl}phenyl)-3-cyanobenzamide Trifluoroacetic Acid Salt FC(C(=O)O)(F)F.ClC1=C(C=CC=C1[C@]1(NC(N(C(C1)=O)C1C[C@@H](O[C@@H](C1)C)C)=N)C)NC(C1=CC(=CC=C1)C#N)=O |o1:23,25|